N[C@H]1CN(CCC1)C(=O)C1=CC=2N(C=C1)C(=C(N2)C=2N(C1=CC(=CC=C1C2)F)CC)C (R)-(3-aminopiperidin-1-yl)(2-(1-ethyl-6-fluoro-1H-indol-2-yl)-3-methylimidazo[1,2-a]pyridin-7-yl)methanone